CC=1C=CC(=C2C=CNC12)B1OC(C(O1)(C)C)(C)C 7-methyl-4-(4,4,5,5-tetramethyl-[1,3,2]dioxaborolan-2-yl)-1H-indole